The molecule is the N-formyl derivative of maleamic acid. It derives from a maleic acid. It is a conjugate acid of a N-formylmaleamate. C(=C\\C(=O)O)\\C(=O)NC=O